C(=O)NC1=COC2=CC(=C(C=C2C1=O)OC1=CC=CC=C1)NS(=O)(=O)C N-(3-formylamino-4-oxo-6-phenoxy-4H-chromene-7-yl)methanesulfonamide